(E)-3-(2-(dimethylamino)ethylidene)-4-methyl-1-(4-((3-methyl-4-((1-methyl-1H-benzo[d][1,2,3]triazol-5-yl)oxy)phenyl)amino)pyrido[3,2-d]pyrimidin-6-yl)pyrrolidin-2-one CN(C\C=C/1\C(N(CC1C)C=1C=CC=2N=CN=C(C2N1)NC1=CC(=C(C=C1)OC1=CC2=C(N(N=N2)C)C=C1)C)=O)C